NC1=NC2=CC=C(C=C2C=C1C)C(=O)N(CC1=NC=C(C=C1)C(F)(F)F)[C@@H]1[C@H](CCC1)OC(F)F 2-amino-N-((1S,2S)-2-(difluoromethoxy)cyclopentyl)-3-methyl-N-((5-(trifluoromethyl)-2-pyridinyl)methyl)-6-quinolinecarboxamide